ISOPROPYLCYCLOHEXANOL CC(C)C1(CCCCC1)O